ClC=1C=C(C=CC1OC1=CC=CC=C1)N1C(N(C(NC1=O)=O)C)=O 1-(3-chloro-4-phenoxyphenyl)-3-methyl-1,3,5-triazinane-2,4,6-trione